3-(α-D-Mannopyranosyl)propionyl-L-phenylalanine ethyl ester C(C)OC([C@@H](NC(CC[C@@H]1[C@@H](O)[C@@H](O)[C@H](O)[C@H](O1)CO)=O)CC1=CC=CC=C1)=O